1-fluorocyclopropanesulfinyl chloride FC1(CC1)S(=O)Cl